FC(OC1=CC=C(C=C1)C1=C2C(=NN(C1=O)C1=CC3=CN(N=C3C=C1)C)N(C=C2I)COCC[Si](C)(C)C)F 4-(4-(difluoromethoxy)phenyl)-5-iodo-2-(2-methyl-2H-indazol-5-yl)-7-((2-(trimethylsilyl)ethoxy)methyl)-2,7-dihydro-3H-pyrrolo[2,3-c]pyridazin-3-one